ClCCCC1CO1 5-chloro-1,2-epoxypentane